2-(2-(3-aminopyrrolidin-1-yl)-6-methylpyrimidin-4-yl)-4-(2,6-dimethylphenyl)-2,3-dihydro-1H-pyrrolo[3,4-c]pyridin-1-one NC1CN(CC1)C1=NC(=CC(=N1)N1CC=2C(=NC=CC2C1=O)C1=C(C=CC=C1C)C)C